(S)-N-(1-(3-((N-(4-(4-morpholino-7H-pyrrolo[2,3-d]pyrimidin-6-yl)phenyl)sulfamoyl)methyl)phenyl)pyrrolidin-3-yl)acrylamide O1CCN(CC1)C=1C2=C(N=CN1)NC(=C2)C2=CC=C(C=C2)NS(=O)(=O)CC=2C=C(C=CC2)N2C[C@H](CC2)NC(C=C)=O